1-(5-{3-[3-(dimethylamino)isoquinolin-5-yl]-7-methyl-1H-indazol-1-yl}pyridin-2-yl)piperidine-4-carboxylic acid CN(C=1N=CC2=CC=CC(=C2C1)C1=NN(C2=C(C=CC=C12)C)C=1C=CC(=NC1)N1CCC(CC1)C(=O)O)C